2-(4-(9,9-dimethyl-9H-fluoren-2-yl)phenyl)-4,6-diphenyl-1,3,5-triazine CC1(C2=CC=CC=C2C=2C=CC(=CC12)C1=CC=C(C=C1)C1=NC(=NC(=N1)C1=CC=CC=C1)C1=CC=CC=C1)C